N1(CCCC12CCOCC2)S(=O)(=O)C=2C=CC(=C(C2)C2=CN=C1C(=NC=NN12)N)C 7-(5-((8-Oxa-1-azaspiro[4.5]decan-1-yl)sulfonyl)-2-methylphenyl)imidazo[2,1-f][1,2,4]triazin-4-amine